C1(CCCCC1)N(C1=C(C=CC=C1)NS(=O)(=O)C1=CC=C(C=C1)S(=O)(=O)N(C)C)CC1COC1 N1-(2-(Cyclohexyl(oxetan-3-ylmethyl)amino)phenyl)-N4,N4-dimethylbenzene-1,4-disulfonamide